[Si](C)(C)(C(C)(C)C)OC=1C=C(C(=CC1C)C1=C(C=C(C(=C1)C)O[Si](C)(C)C(C)(C)C)C(C)(C)O)O 4,4'-bis((tert-butyldimethylsilyl)oxy)-2'-(2-hydroxypropan-2-yl)-5,5'-dimethyl-[1,1'-biphenyl]-2-ol